C1(=CC=CC=C1)[S+](C1=CC=C(C=C1)SC1=CC=C(C=C1)[S+](C1=CC=CC=C1)C1=CC=CC=C1)C1=CC=CC=C1 bis{4-(diphenylsulfonio)-phenyl} sulfide